N1=C(C=NC=C1)CN1C=NC(=C1)C(=O)O 1-(pyrazin-2-ylmethyl)imidazole-4-carboxylic acid